NCCCCCCN(C(=O)C1=CC2=CC(=C(C(=C2C=C1C(=O)N(CC)CC)[N+](=O)[O-])O)O)CC N2-(6-Aminohexyl)-N2,N3,N3-triethyl-6,7-dihydroxy-5-nitro-naphthalin-2,3-dicarboxamid